ClCC(=O)NCCCCCC(=O)O 6-(2-Chloroacetamido)hexanoic acid